OC1=CC=C(C=C1)N1N=NN=C1S 1-(4-hydroxyphenyl)-1H-tetrazole-5-thiol